N-(1-(3-chloro-4-fluorophenyl)-2-(dimethylamino)ethyl)-4-(trifluoromethoxy)benzenesulfonamide ClC=1C=C(C=CC1F)C(CN(C)C)NS(=O)(=O)C1=CC=C(C=C1)OC(F)(F)F